ClC=1C=C2C(NN=C(C2=CC1)[C@@H](C)N(C(=O)NC1=CC=C(C=C1)F)CC(C)C)=O |r| Racemic-1-(1-(6-chloro-4-oxo-3,4-dihydrophthalazin-1-yl)ethyl)-3-(4-fluorophenyl)-1-isobutylurea